NC1=NC=2C=CC(=CC2C2=C1C=NN2C)C(=O)N(N(C(=O)C21COC(C2)C1)C)CC1=NC=C(C=C1)C(F)(F)F 4-amino-N',1-dimethyl-N'-(2-oxabicyclo[2.1.1]hexane-4-carbonyl)-N-[[5-(trifluoromethyl)-2-pyridyl]methyl]pyrazolo[4,3-c]quinoline-8-carbohydrazide